(2R,3R)-N-(2-amino-4-((4-(trifluoromethyl)benzyl)amino)phenyl)-2,3-difluorononanamide NC1=C(C=CC(=C1)NCC1=CC=C(C=C1)C(F)(F)F)NC([C@H]([C@@H](CCCCCC)F)F)=O